5-[[2-[3-(6-Fluoro-[1,2,4]triazolo[4,3-a]pyridin-7-yl)propyl]-2-azaspiro[3.3]heptan-6-yl]oxy]-1-methyl-indazol-3-amine FC=1C(=CC=2N(C1)C=NN2)CCCN2CC1(C2)CC(C1)OC=1C=C2C(=NN(C2=CC1)C)N